methyl 3-(but-2-yn-1-yl)-2-((4-(6-((4-chloro-2-fluorobenzyl) oxy) pyridin-2-yl) cyclohex-3-en-1-yl) methyl)-3H-imidazo[4,5-b]pyridine-5-carboxylate C(C#CC)N1C(=NC=2C1=NC(=CC2)C(=O)OC)CC2CC=C(CC2)C2=NC(=CC=C2)OCC2=C(C=C(C=C2)Cl)F